N1=CC=NC2=CC(=CC=C12)\C=C\1/N=C(NC1=O)N[C@H]1COCC1 (4Z)-4-(quinoxalin-6-ylmethylene)-2-[[(3R)-tetrahydrofuran-3-yl]amino]-1H-imidazol-5-one